BrC=1C=NC=C(C1N1CCN(CC1)CC=1C=C2CN(C(C2=CC1)=O)N1C(NC(CC1)=O)=O)Cl 1-(5-((4-(3-bromo-5-chloropyridin-4-yl)piperazin-1-yl)methyl)-1-oxoisoindolin-2-yl)dihydropyrimidine-2,4(1H,3H)-dione